NC=1C(=NC(=C(N1)F)C1=CC(=C(C=C1)N1CCOCC1)CN1CCCC1)C=1C=C2C(=CNC(C2=CC1)=O)F 6-(3-amino-5-fluoro-6-(4-morpholino-3-(pyrrolidin-1-ylmethyl)phenyl)pyrazin-2-yl)-4-fluoroisoquinolin-1(2H)-one